CN(C(=O)C1CNC2=C(O1)C=CC=C2)C N,N-dimethyl-3,4-dihydro-2H-benzo[b][1,4]oxazine-2-carboxamide